1-(2-methoxyethyl)-5-nitro-2-phenyl-1H-indole COCCN1C(=CC2=CC(=CC=C12)[N+](=O)[O-])C1=CC=CC=C1